(Z)-4-cyclopropyl-6-(5-fluoro-2-oxoindolin-3-ylidene)-2-methyl-1,4,5,6-tetrahydrocyclopenta[b]pyrrole-3-carboxylic acid C1(CC1)C1C/C(/C=2NC(=C(C21)C(=O)O)C)=C\2/C(NC1=CC=C(C=C21)F)=O